4-cyclohexylbenzaldehyde C1(CCCCC1)C1=CC=C(C=O)C=C1